COC(=O)/C(=C/[C@H]1C([C@@H]1C(=O)OCC1=C(C(=C(C(=C1F)F)COC)F)Cl)(C)C)/C 2-chloro-4-methoxymethyl-3,5,6-trifluorobenzyl (1R)-trans-3-[(E)-(2-methoxycarbonyl-1-propenyl)]-2,2-dimethylcyclopropanecarboxylate